C(C)C1=NC2=CC=C(C(=C2NC1=O)F)CN1CCN(CC1)C1=NC=C(C#N)C=C1 6-(4-((2-Ethyl-5-fluoro-3-oxo-3,4-dihydroquinoxalin-6-yl)methyl)piperazin-1-yl)nicotinonitrile